C(C1=CC=CC=C1)OC1=C(SC=C1)C(=O)NC=1N=NC=CC1 3-benzyloxy-N-(pyridazin-3-yl)thiophene-2-carboxamide